COCOC=1C=CC(=NC1C)C=1C=NN(C1CN)C (4-(5-(methoxymethoxy)-6-methylpyridin-2-yl)-1-methyl-1H-pyrazol-5-yl)methanamine